FC1=CC=C(C=C1)C(N1C[C@H](N(C[C@@H]1CO)C(=O)OC(C)(C)C)C)C1=CC=C(C=C1)F tert-butyl (2R,5R)-4-(bis(4-fluorophenyl)methyl)-5-(hydroxymethyl)-2-methylpiperazine-1-carboxylate